dithiolethione S=C1C=CSS1